FC1=C(C(=CC=C1)N1CCN(CC1)C(C)C)NC(=O)N1CCC(CC1)(C1=NOC(=N1)C)C N-{2-fluoro-6-[4-(propan-2-yl)piperazin-1-yl]phenyl}-4-methyl-4-(5-methyl-1,2,4-oxadiazol-3-yl)piperidin-1-carboxamide